cobalt tetrakis(4-sulfophenyl)porphyrin S(=O)(=O)(O)C1=CC=C(C=C1)C1=C2C=CC(C(=C3C=CC(=C(C=4C=CC(=C(C5=CC=C1N5)C5=CC=C(C=C5)S(=O)(=O)O)N4)C4=CC=C(C=C4)S(=O)(=O)O)N3)C3=CC=C(C=C3)S(=O)(=O)O)=N2.[Co]